C(C)NC(CCC\C=C/C[C@@H]1[C@H]([C@@H]2OB(O[C@H]1C2)C2=CC=CC=C2)\C=C\[C@H](CCC2=CC=CC=C2)OC(CCCCCO[N+](=O)[O-])=O)=O (1E,3S)-1-{(1S,5R,6R,7R)-7-[(2Z)-7-(Ethylamino)-7-oxohept-2-en-1-yl]-3-phenyl-2,4-dioxa-3-borabicyclo-[3.2.1]octan-6-yl}-5-phenylpent-1-en-3-yl-6-(nitrooxy)hexanoat